OC1=C(C=CC(=C1O)O)C1=CC=CC=C1 2,3,4-trihydroxybiphenyl